ethyl 2-(3,5-difluoro-2-pyridyl)oxazole-4-carboxylate FC=1C(=NC=C(C1)F)C=1OC=C(N1)C(=O)OCC